O=C1N2[C@@H](C=CC2=CC(C1C(=O)OC)=O)C(=O)OC dimethyl (3S,8aR)-5,7-dioxoindolizine-3,6-dicarboxylate